[Br-].C(C1=CC=CC=C1)OC(=O)NCCCN1C=[N+](C=C1)CCCCBr 1-(3-(((benzyloxy)carbonyl)amino)propyl)-3-(4-bromobutyl)-1H-imidazol-3-ium bromide